N-cycloheptyl-2-thioxo-1,2-dihydropyridine-3-carboxamide C1(CCCCCC1)NC(=O)C=1C(NC=CC1)=S